F[P-](F)(F)(F)(F)F.N1(N=NC2=C1C=CC=C2)OC2C(N(CC2)P)(ON2N=NC1=C2C=CC=C1)ON1N=NC2=C1C=CC=C2 tris(benzotriazol-1-yloxy)pyrrolidinylphosphine hexafluorophosphate